tert-butyl N-cyclobutyl-N-[(3S)-1-{6-[5-fluoro-2-(methoxymethoxy)-4-(6-methylpyridin-3-yl)phenyl]pyridazin-3-yl}pyrrolidin-3-yl]carbamate C1(CCC1)N(C(OC(C)(C)C)=O)[C@@H]1CN(CC1)C=1N=NC(=CC1)C1=C(C=C(C(=C1)F)C=1C=NC(=CC1)C)OCOC